ditert.butyl dicarbonate C(=O)(OC(C)(C)C)OC(=O)OC(C)(C)C